C(CCCCCCCCCCCCCCCCC)(=O)OCC1=CC=C(C=C1)COC(CCCCCCCCCCCCCCCCC)=O p-xylylene bisstearate